ClC=1C=CC2=C(OCCN2C(=O)[C@@H]2[C@@H]([C@@H](C(N2C2=NC(=CC(=C2)C(F)(F)F)C)=O)O)O)C1Cl (3s,4s,5s)-5-(7,8-dichloro-3,4-dihydro-2H-benzo[b][1,4]oxazin-4-carbonyl)-3,4-dihydroxy-1-(6-methyl-4-(trifluoromethyl)pyridin-2-yl)pyrrolidin-2-one